N-((1R)-1-(1-((1R,4R,5S)-2-Azabicyclo[2.1.1]hexan-5-yl)-8-(2-cyanoethyl)-7-(2,3-dichlorophenyl)-6-fluoro-4-methyl-1H-pyrrolo[3,2-c]quinolin-2-yl)ethyl)-N-methylcyclopropanecarboxamide [C@H]12NC[C@H]([C@@H]1N1C(=CC=3C(=NC=4C(=C(C(=CC4C31)CCC#N)C3=C(C(=CC=C3)Cl)Cl)F)C)[C@@H](C)N(C(=O)C3CC3)C)C2